(piperidin-3-yl)-9H-purine-2,6-diamine N1CC(CCC1)N1C2=NC(=NC(=C2N=C1)N)N